6-[(2R)-2-amino-3-methanesulfonylpropyl]-N-[(furan-2-yl)methyl]-7-methylthieno[3,2-c]pyridazin-4-amine N[C@H](CC1=C(C=2N=NC=C(C2S1)NCC=1OC=CC1)C)CS(=O)(=O)C